gamma-N-methyl-aminopropyltriethoxysilane CNCCC[Si](OCC)(OCC)OCC